C(#N)C(=CN1CCN(CC1)C(=O)OC(C)(C)C)C1=CC=CC=C1 (E or Z)-tert-Butyl 4-[2-cyano-2-phenyl-vinyl]piperazine-1-carboxylate